C(C)C1=NC(=NC=C1)N(CC1=CC=C(C=C1)OC)CC1=CC=C(C=C1)OC 4-ethyl-N,N-bis(4-methoxybenzyl)pyrimidin-2-amine